C1(CC1)CN[C@H]1CN(CCC1)C1=CC(N(C=C1)C(C)N1C=NC(=C1)C1=NC(=CN=C1)N1CCCC1)=O 4-((R)-3-((cyclopropylmethyl)amino)piperidin-1-yl)-1-(1-(4-(6-(pyrrolidin-1-yl)pyrazin-2-yl)-1H-imidazol-1-yl)ethyl)pyridin-2(1H)-one